O=N1=C2C(=CC=C1)[C@@H]1CCC[C@@H]1C2 |r| rac-(4bR,7aR)-1-oxo-4b,5,6,7,7a,8-hexahydro-1λ5-pentaleno[2,1-b]pyridine